2-(2-(ethylsulfonyl)-7-(3-(trifluoromethyl)phenyl)pyrazolo[1,5-a]pyrimidin-3-yl)-3-methyl-6-(trifluoromethyl)-3H-imidazo[4,5-c]pyridine C(C)S(=O)(=O)C1=NN2C(N=CC=C2C2=CC(=CC=C2)C(F)(F)F)=C1C1=NC2=C(C=NC(=C2)C(F)(F)F)N1C